4,4'-thiobis(2-methyl-6-tertiary-butyl-phenol) S(C1=CC(=C(C(=C1)C(C)(C)C)O)C)C1=CC(=C(C(=C1)C(C)(C)C)O)C